4-[(3R,4R)-3-{[(tert-butoxy)carbonyl]amino}-4-methylpyrrolidin-1-yl]butanoic acid C(C)(C)(C)OC(=O)N[C@H]1CN(C[C@H]1C)CCCC(=O)O